CC1=CC=C(C(=N1)C=1SC=CN1)C(=O)N1[C@@H]2[C@@H](C[C@H](C1)C2)NC2=NC=C(C=C2)C(F)(F)F (6-methyl-2-(thiazol-2-yl)pyridin-3-yl)((1S,4S,6R)-6-((5-(trifluoromethyl)pyridin-2-yl)amino)-2-azabicyclo[2.2.1]heptan-2-yl)methanone